BrC=1C(=NN(C1CS(=O)(=O)C)COCC[Si](C)(C)C)C(=O)OC methyl 4-bromo-5-(methylsulfonylmethyl)-1-(2-trimethylsilylethoxymethyl)pyrazole-3-carboxylate